FC1=CC=C(C=C1)N1N=CC2=CC(=C(C=C12)C(F)(F)F)C1N(CCN(C1)S(=O)(=O)C1=NN(N=C1)C)CC(C)C 1-(4-fluorophenyl)-5-(1-isobutyl-4-((2-methyl-2H-1,2,3-triazol-4-yl)sulfonyl)piperazin-2-yl)-6-(trifluoromethyl)-1H-indazole